(Z)-3-amino-3-(hydroxyimino)propionic acid tert-butyl ester C(C)(C)(C)OC(C/C(=N/O)/N)=O